C(C)(C)(C)C1=NC(=NO1)C1=C(C=C(C=C1)C(=O)N1CCN(CC1)C=1OC=2C(=NC(=CC2)C)N1)C [4-(5-tert-butyl-1,2,4-oxadiazol-3-yl)-3-methyl-phenyl][4-(5-methyloxazolo[4,5-b]pyridin-2-yl)piperazin-1-yl]methanone